(R)-4-methoxybenzyl 2-hydroxy-2-phenylacetate O[C@@H](C(=O)OCC1=CC=C(C=C1)OC)C1=CC=CC=C1